(2-fluoroethoxy)-4-(6-(6-((6-trifluoromethylpyridin-3-yl)methyl)-3,6-diazabicyclo[3.1.1]heptan-3-yl)pyridin-3-yl)-6-oxopyrimidine-5-carbonitrile FCCOC=1NC(C(=C(N1)C=1C=NC(=CC1)N1CC2N(C(C1)C2)CC=2C=NC(=CC2)C(F)(F)F)C#N)=O